N-cyclopropyl-2-fluoro-5-[1-(6-{4-fluoro-1-methylpiperidin-4-yl}-7-methoxyimidazo[1,2-a]pyridin-3-yl)-1H-pyrazol-4-yl]-4-methylbenzamide C1(CC1)NC(C1=C(C=C(C(=C1)C=1C=NN(C1)C1=CN=C2N1C=C(C(=C2)OC)C2(CCN(CC2)C)F)C)F)=O